[Cl-].CC(CCCCCCCCCCCCCCCCC[NH2+]CCC[Si](OC)(OC)OC)(C)C trimethyl-octadecyl-[3-(trimethoxysilyl)propyl]ammonium chloride